C1C(CC2=CC=CC=C12)NCC(=O)O (S) or (R)-indan-2-yl-glycine